N-((S)-chroman-4-yl)-2-(piperidin-3-yl)benzo[d]thiazole-6-carboxamide O1CC[C@@H](C2=CC=CC=C12)NC(=O)C1=CC2=C(N=C(S2)C2CNCCC2)C=C1